N1-(2-(3,4-dihydroisoquinolin-2(1H)-yl)phenyl)-N4,N4-dimethylbenzene-1,4-disulfonamide C1N(CCC2=CC=CC=C12)C1=C(C=CC=C1)NS(=O)(=O)C1=CC=C(C=C1)S(=O)(=O)N(C)C